ClC=1C=C(C=CC1F)NC(=O)[C@@H]1N(S(N[C@@H](C1)C=1SC(=CC1)C1=NN=CN1C)(=O)=O)C Cis-N-(3-chloro-4-fluorophenyl)-2-methyl-5-(5-(4-methyl-4H-1,2,4-triazol-3-yl)thiophen-2-yl)-1,2,6-thiadiazinane-3-carboxamide 1,1-dioxide